C(C(C)C)(=O)OC[C@H]1O[C@]([C@@H]2OC(O[C@@H]21)(C)C)(N2C(NC(C=C2)=O)=O)C#N ((3aR,4R,6R,6aR)-6-Cyano-6-(2,4-dioxo-3,4-dihydropyrimidin-1(2H)-yl)-2,2-dimethyltetrahydrofuro[3,4-d][1,3]dioxol-4-yl)methyl isobutyrate